C(C)(=O)C1=NN(C2=CC=C(C=C12)C(=O)N[C@@]1(CS(CC1)(=O)=O)C)C1=CC(=CC=C1)OC(F)F (S)-3-acetyl-1-(3-(difluoromethoxy)phenyl)-N-(3-methyl-1,1-dioxidotetrahydrothiophen-3-yl)-1H-indazole-5-carboxamide